ClC=1C=C2C(=C(C=NC2=CC1)S(NC1=CC=C(C=C1)S(N)(=O)=O)(=O)=O)NC1=C(C(=O)O)C=CC=C1 2-[[6-chloro-3-[(4-sulfamoylphenyl)sulfamoyl]-4-quinolinyl]amino]benzoic acid